ClC1=NC2=CC=CC=C2C=C1C(=O)N chloroquinoline-3-carboxamide